Sulphonyl-benzene tin (II) [Sn+2].S(=O)(=O)=C1CC=CC=C1